CNC(=O)[C@H]1N(C2=CC=CC=C2C1)C(=O)OC(C)(C)C tert-butyl (S)-2-(methylcarbamoyl)indoline-1-carboxylate